6-[1-[[5-[5-(difluoromethyl)-1,3,4-oxadiazol-2-yl]thiophen-2-yl]methyl]triazol-4-yl]-3-methyl-1,3-benzothiazol-2-imine FC(C1=NN=C(O1)C1=CC=C(S1)CN1N=NC(=C1)C1=CC2=C(N(C(S2)=N)C)C=C1)F